(triphenyl)Phenylphosphine C1(=CC=CC=C1)C1=C(C(=C(C=C1)P)C1=CC=CC=C1)C1=CC=CC=C1